2-amino-2-(hydroxymethyl)propane-1,3-diol 3-(5-chloro-6-((2-methylpyridin-3-yl)methoxy)-2-oxobenzo[d]oxazol-3(2H)-yl)propanoate ClC=1C(=CC2=C(N(C(O2)=O)C(C(=O)OCC(CO)(CO)N)C)C1)OCC=1C(=NC=CC1)C